C(C)(C)(C)OC(NC1=CC2=C(NC(=N2)C(F)(F)F)C=C1)=O 2-(Trifluoromethyl)-1H-benzo[d]imidazol-5-ylcarbamic acid tert-butyl ester